CO[C@](C(=O)N1C[C@H]2OC3=C([C@@H]1C2)C=NC=C3C#N)(CC)C |o1:2| (2S,5S)-4-[2(S or R)-methoxy-2-methylbutanoyl]-2,3,4,5-tetrahydro-2,5-methanopyrido[3,4-f][1,4]oxazepine-9-carbonitrile